2-(((4-fluoro-7-(4-isopropylphenyl)-2,3-dihydrobenzofuran-5-yl)amino)methyl)acrylic acid FC1=C(C=C(C2=C1CCO2)C2=CC=C(C=C2)C(C)C)NCC(C(=O)O)=C